ClC=1C=CC=C2C=NC(=NC12)C1=CC=C(C=C1)O 4-(8-chloroquinazolin-2-yl)phenol